ClC=1C(=C(C=2N(N1)C(C(=C(N2)C)F)=O)C)C 7-chloro-3-fluoro-2,8,9-trimethyl-4H-pyrimido[1,2-b]Pyridazin-4-one